FC=1C=CC=C2C3(C(NC12)=O)CCCC3 7'-fluorospiro[cyclopentane-1,3'-indolin]-2'-one